3-methyl-5-(2-naphthyl)-1,4-di-p-toluenesulfonyl-1H-pyrazole CC1=NN(C(=C1S(=O)(=O)C1=CC=C(C)C=C1)C1=CC2=CC=CC=C2C=C1)S(=O)(=O)C1=CC=C(C)C=C1